Tert-butyl 4-[[1-[1-(2,6-dioxo-3-piperidyl)-3-methyl-2-oxo-benzimidazol-5-yl]-4-piperidyl] oxy]piperidine-1-carboxylate O=C1NC(CCC1N1C(N(C2=C1C=CC(=C2)N2CCC(CC2)OC2CCN(CC2)C(=O)OC(C)(C)C)C)=O)=O